ethyl 2-(5-chlorobenzo[d]thiazol-2-yl)acetate ClC=1C=CC2=C(N=C(S2)CC(=O)OCC)C1